chloro(2-dicyclohexylphosphino-2',6'-diisopropyl-1,1'-biphenyl) ClC=1C(=C(C=CC1)C1=C(C=CC=C1C(C)C)C(C)C)P(C1CCCCC1)C1CCCCC1